4-(((R)-1-(3-(difluoromethyl)-2-fluorophenyl)ethyl)amino)-8-methyl-6-(1-methylpiperidin-3-yl)pyrido[2,3-d]pyrimidin-7(8H)-one FC(C=1C(=C(C=CC1)[C@@H](C)NC=1C2=C(N=CN1)N(C(C(=C2)C2CN(CCC2)C)=O)C)F)F